3-{3-[(4-fluorophenyl)methoxy]-4-(2,2,2-trifluoroethanesulfonamido)phenyl}-5-[(pyridin-2-yl)amino]-1H-pyrazole-4-carboxamide FC1=CC=C(C=C1)COC=1C=C(C=CC1NS(=O)(=O)CC(F)(F)F)C1=NNC(=C1C(=O)N)NC1=NC=CC=C1